ClC1=NC(=CC(=N1)N1[C@H](COCC1)CC)CS(=O)(=O)C (S)-4-(2-chloro-6-((methylsulfonyl)methyl)pyrimidin-4-yl)-3-ethylmorpholine